(1R,2R,3aS,10aR)-1-[(1E,3ξ)-4,4-difluoro-3-hydroxy-7-methyl-1-octen-1-yl]-2-hydroxy-2,3,3a,9,10,10a-hexahydro-1H-benzo[b]cyclopenta[f]oxepin-6-carboxylic acid FC(C(/C=C/[C@H]1[C@@H](C[C@H]2[C@@H]1CCC1=C(O2)C=C(C=C1)C(=O)O)O)O)(CCC(C)C)F